N,N,1-trimethyl-piperidine-4-formamide 5-azauridine-5'-triphosphate P(O)(=O)(OP(=O)(O)OP(=O)(O)O)OC[C@@H]1[C@H]([C@H]([C@@H](O1)N1C(=O)NC(=O)N=C1)O)O.CN(C(=O)C1CCN(CC1)C)C